NCC=1C=C(C=NC1OC)C1CN(CCC1(F)F)C(C(=O)NC=1SC2=C(N1)C=C1C(=C2)OC(O1)(F)F)C 2-(3-(5-(aminomethyl)-6-methoxypyridin-3-yl)-4,4-difluoropiperidin-1-yl)-N-(2,2-difluoro-[1,3]dioxolo[4',5':4,5]benzo[1,2-d]thiazol-6-yl)propanamide